C[N+](C12CC3CC(CC(C1)C3)C2)(C)C N,N,N-trimethyladamantan-1-aminium